tert-butyl (3-(4-(4-(2-(dimethoxyphosphoryl)-2-((1,3-dioxoisoindolin-2-yl)oxy)ethoxy)phenyl)-1H-pyrazol-1-yl)propyl)carbamate COP(=O)(OC)C(COC1=CC=C(C=C1)C=1C=NN(C1)CCCNC(OC(C)(C)C)=O)ON1C(C2=CC=CC=C2C1=O)=O